5-((difluoromethyl)sulfonyl)-N-((2-(6-((cis)-2,6-dimethylmorpholino)pyridin-2-yl)-1,6-naphthyridin-7-yl)methyl)-6-methylnicotinamide FC(S(=O)(=O)C=1C(=NC=C(C(=O)NCC2=NC=C3C=CC(=NC3=C2)C2=NC(=CC=C2)N2C[C@@H](O[C@@H](C2)C)C)C1)C)F